2-[2-[3-[3-(cyclohexylmethyl)-2-oxoimidazolidin-1-yl]-2-phenyl-6,7-dihydro-4H-pyrazolo[4,3-c]pyridine-5-carbonyl]-5-(2,3-dimethylpyridin-4-yl)indol-yl]-2-methylpropanoic acid C1(CCCCC1)CN1C(N(CC1)C=1N(N=C2C1CN(CC2)C(=O)C=2NC1=CC=C(C=C1C2C(C(=O)O)(C)C)C2=C(C(=NC=C2)C)C)C2=CC=CC=C2)=O